[K+].N[C@@H](CCCCN)C(=O)[O-] lysine potassium salt